C(#N)C1=CC(=C(C(=O)O)C=C1)NC1=C(C=C(C=C1)F)OC 4-cyano-2-((4-fluoro-2-methoxy-phenyl)amino)-benzoic acid